(4S)-4-{[(tert-Butoxy)carbonyl]amino}-5-{4-[(2S)-2-[(2S)-2-{[(9H-fluoren-9-ylmethoxy)carbonyl]amino}-3-methylbutanamido]propanamido]phenyl}-2,2-dimethylpentanoic acid C(C)(C)(C)OC(=O)N[C@H](CC(C(=O)O)(C)C)CC1=CC=C(C=C1)NC([C@H](C)NC([C@H](C(C)C)NC(=O)OCC1C2=CC=CC=C2C=2C=CC=CC12)=O)=O